FC1=CC=C(C=C1)[C@@H]1N(CCC2=CC=CC=C12)C=1OC2(CN1)CN(CC2)CC(F)(F)F 2-((S)-1-(4-fluorophenyl)-3,4-dihydroisoquinolin-2(1H)-yl)-7-(2,2,2-trifluoroethyl)-1-oxa-3,7-diazaspiro[4.4]non-2-ene